(R)-3-(3-(6-Chloropyrazin-2-yl)isoxazol-5-yl)-3-hydroxy-1-methylpyrrolidin-2-one ClC1=CN=CC(=N1)C1=NOC(=C1)[C@]1(C(N(CC1)C)=O)O